4-((4-bromophenyl)sulfonyl)-3,4-dihydroquinoxalin-2(1H)-one BrC1=CC=C(C=C1)S(=O)(=O)N1CC(NC2=CC=CC=C12)=O